tert-Butyl 3-[4-(4-cyanophenoxy)-1-tetrahydropyran-2-yl-pyrazol-3-yl]piperidine-1-carboxylate C(#N)C1=CC=C(OC=2C(=NN(C2)C2OCCCC2)C2CN(CCC2)C(=O)OC(C)(C)C)C=C1